4-[4-[4-[(2,6-dioxo-3-piperidyl)amino]phenyl]-1-piperidyl]-4-oxo-butanoic acid O=C1NC(CCC1NC1=CC=C(C=C1)C1CCN(CC1)C(CCC(=O)O)=O)=O